2-(5-Nitrothiophen-3-yl)acetic acid ethyl ester C(C)OC(CC1=CSC(=C1)[N+](=O)[O-])=O